5-fluoro-N-(5-(4-methylpiperazin-1-yl)pyridin-2-yl)pyrimidin-2-amine FC=1C=NC(=NC1)NC1=NC=C(C=C1)N1CCN(CC1)C